COC(C1=CC(OC)=C(O)C(OC)=C1)=O Methylsyringate